[N+](=O)([O-])C1=CC=C(C=C1)N1N=NC(=C1)CCCCNC(OC(C)(C)C)=O tert-butyl (4-(1-(4-nitrophenyl)-1H-1,2,3-triazol-4-yl)butyl)carbamate